ClC=1C=C2CCN(CC2=CN1)C(CF)=O 1-(6-chloro-3,4-dihydro-2,7-naphthyridin-2(1H)-yl)-2-fluoroethanone